ClC1=CC=C(C=C1)C(C(SC1=CC=CC=C1)S(=O)(=O)C1=CC=CC=C1)=O 1-(4-chlorophenyl)-2-(benzenesulfonyl)-2-(phenylthio)ethane-1-one